tert-butyl (2-(2,6-dioxopiperidin-3-yl)-4-fluoro-1,3-dioxoisoindolin-5-yl)carbamate O=C1NC(CCC1N1C(C2=CC=C(C(=C2C1=O)F)NC(OC(C)(C)C)=O)=O)=O